C(C)OC(=O)CCCCCCCCCOC=1C2=CC=CC=C2C(=C2C=CC=CC12)OCCCCCCCCCC(=O)OCC 9,10-bis(ethoxycarbonylnonyloxy)anthracene